O1CCCC2=CC=CC(=C12)C(CC)O (chroman-8-yl)propan-1-ol